C1(CC1)C(C1=CC(=NC=C1)NC(OC(C)(C)C)=O)NC(CCC(F)(F)F)=O tert-butyl (4-(cyclopropyl(4,4,4-trifluorobutanamido)methyl)pyridin-2-yl)carbamate